4-bromofluorobenzene C1=CC(=CC=C1F)Br